N-(3-cyano-5-fluoro-4-(1-(2-methylisoxazolidin-4-yl)-1H-pyrazol-4-yl)phenyl)-2-(6-(trifluoromethyl)pyridin-2-yl)acetamide C(#N)C=1C=C(C=C(C1C=1C=NN(C1)C1CN(OC1)C)F)NC(CC1=NC(=CC=C1)C(F)(F)F)=O